[Si](C1=CC=CC=C1)(C1=CC=CC=C1)(C(C)(C)C)OC[C@@]12C[C@H](CN2CC(C1)O)F (6R,7aS)-7a-(((tert-butyldiphenylsilyl)oxy)methyl)-6-fluorohexahydro-1H-pyrrolizin-2-ol